(S)-N-(3-(1-((2-amino-5-(1-methyl-1H-pyrazol-4-yl)pyridin-3-yl)oxy)ethyl)phenyl)-3-(methylsulfonyl)benzamide NC1=NC=C(C=C1O[C@@H](C)C=1C=C(C=CC1)NC(C1=CC(=CC=C1)S(=O)(=O)C)=O)C=1C=NN(C1)C